OC1=CC=C(C=C1)C1=CC=C(C=C1)O 4,4'-dihydroxybi-phenyl